COC(=O)C1CCC(CC1)NC1=C(C=C(C=C1)C=1C(=NOC1C)C)[N+](=O)[O-] (1r,4r)-4-((4-(3,5-Dimethylisoxazol-4-yl)-2-nitrophenyl)amino)cyclohexane-1-carboxylic acid methyl ester